C(C)(C1=C(NC2=CC=CC=C12)C)C1=C(NC2=CC=CC=C12)C 3,3'-(ethane-1,1-diyl)bis(2-methyl-1H-indole)